cystathionine hydroxycarbamate ONC(O)=O.N[C@@H](CCSC[C@@H](C(=O)O)N)C(=O)O